ClC1=CC=C(CN2N=C(N=C2)N2CCN(CC2)C=2C=NN3C2C=CC(=C3)C=3C=NN(C3)C)C=C1 3-(4-(1-(4-chlorobenzyl)-1H-1,2,4-triazol-3-yl)piperazin-1-yl)-6-(1-methyl-1H-pyrazol-4-yl)pyrazolo[1,5-a]pyridine